[(3aS,7aS)-3a-(3,4-dimethoxyphenyl)-1-methyl-3,4,5,7a-tetrahydro-2H-indol-6-yl]4-methylpiperazine-1-carboxylate COC=1C=C(C=CC1OC)[C@@]12CCN([C@H]2C=C(CC1)OC(=O)N1CCN(CC1)C)C